C1(=CC(CCC1)=N)C1=CCCCC1 Bicyclohexenylimine